OC1=CC=C2C=CC(N(C2=C1)C)=O 7-hydroxy-1-methylquinolin-2(1H)-one